N-(1,1-dioxidotetra-hydrothiophen-3-yl)-N-methyl-7-(4-(trifluoro-methyl)phenoxy)-3,4-dihydroisoquinoline-2(1H)-carboxamide O=S1(CC(CC1)N(C(=O)N1CC2=CC(=CC=C2CC1)OC1=CC=C(C=C1)C(F)(F)F)C)=O